COC1NC(C2=CC=CC=C12)=O 1-methoxy-3-oxo-2,3-dihydro-1H-isoindol